3-(2-(tert-butoxycarbonyl)isoindolin-4-yl)benzoic acid C(C)(C)(C)OC(=O)N1CC2=CC=CC(=C2C1)C=1C=C(C(=O)O)C=CC1